Butyl (1-(4-(2-(2-aminopyridin-3-yl)-5-phenyl-3H-imidazo[4,5-b]pyridin-3-yl)benzyl)piperidin-3-yl)carbamate NC1=NC=CC=C1C1=NC=2C(=NC(=CC2)C2=CC=CC=C2)N1C1=CC=C(CN2CC(CCC2)NC(OCCCC)=O)C=C1